N-(5-((4-chlorobenzyl)oxy)-1,3,4-thiadiazol-2-yl)-3-(5-cyano-2-methoxyphenyl)isonicotinamide ClC1=CC=C(COC2=NN=C(S2)NC(C2=C(C=NC=C2)C2=C(C=CC(=C2)C#N)OC)=O)C=C1